(3-buten-1-oxy)-3-(propargyloxy)-2-propanol difluorophosphate P(=O)(F)(F)OC(COCCC=C)COCC#C